O=C1[C@H](CCC[C@@H]2N1[C@@H](CC2)C(=O)N2CC(C2)C=2C=NC=CC2)NC(=O)C2=CC1=C(S2)C=CC(=C1)CP(=O)(OC1=CC=CC=C1)N[C@@H](C)C(=O)OCC ethyl (((2-(((3S,6S,9aS)-5-oxo-3-(3-(pyridin-3-yl)azetidine-1-carbonyl)octahydro-1H-pyrrolo[1,2-a]azepin-6-yl)carbamoyl)benzo[b]thiophen-5-yl)methyl)(phenoxy) phosphoryl)-L-alaninate